4-cyclopropyl-1-methoxy-5-((2-methyl-1,4-diazepan-1-yl)sulfonyl)isoquinoline hydrochloride Cl.C1(CC1)C1=CN=C(C2=CC=CC(=C12)S(=O)(=O)N1C(CNCCC1)C)OC